6-[(5-bromopyrimidin-2-yl)methyl]-2-azaspiro[3.3]heptane-2-carboxylic acid tert-butyl ester C(C)(C)(C)OC(=O)N1CC2(C1)CC(C2)CC2=NC=C(C=N2)Br